(Z)-4-((5-(dimethylamino)-4-phenylthiophen-2-yl)methylene)-3-(trifluoromethyl)isoxazol-5(4H)-one CN(C1=C(C=C(S1)\C=C/1\C(=NOC1=O)C(F)(F)F)C1=CC=CC=C1)C